N-cyclobutyl-4-(5-(4-fluoro-2,6-dimethylphenoxy)-1-methyl-2-oxo-1,2-dihydropyridin-4-yl)-6-methyl-7-oxo-6,7-dihydro-1H-pyrrolo[2,3-c]pyridine-2-carboxamide C1(CCC1)NC(=O)C1=CC2=C(C(N(C=C2C2=CC(N(C=C2OC2=C(C=C(C=C2C)F)C)C)=O)C)=O)N1